N-[(2-amino-3-fluoroquinolin-7-yl)methyl]-N-(2-methanesulfonylpyridin-3-yl)pyridine-3-carboxamide NC1=NC2=CC(=CC=C2C=C1F)CN(C(=O)C=1C=NC=CC1)C=1C(=NC=CC1)S(=O)(=O)C